COC=1C=CC2=C(N(C(=N2)S(=O)CC2=NC=C(C(=C2C)OC)C)C)C1 6-methoxy-2-[[(4-methoxy-3,5-dimethyl-2-pyridyl)methyl]sulfinyl]-1-methyl-benzimidazole